C(C)(C)(C)OC(=O)N1CC(C1)(F)CN 3-(aminomethyl)-3-fluoroazetidine-1-carboxylic acid tert-butyl ester